6-[4-[Acetyl(cyclopropylmethyl)amino]-3-chloro-phenyl]-N-[3-(1H-pyrazol-3-yl)propyl]pyridine-3-carboxamide C(C)(=O)N(C1=C(C=C(C=C1)C1=CC=C(C=N1)C(=O)NCCCC1=NNC=C1)Cl)CC1CC1